ICl Iodomonochlorid